C(C)(=O)OC=1C(=NC=CC1OC)C(N[C@@H](C)C1=NC(=NN1C)C1=CC=CC=C1)=O (S)-4-methoxy-2-((1-(1-methyl-3-phenyl-1H-1,2,4-triazol-5-yl)ethyl)carbamoyl)pyridin-3-yl acetate